benzo[d]pyrrolo[1,2-a]imidazol-3-amine C1C=C(C=2N1C1=C(N2)C=CC=C1)N